FC(C(=O)O)(F)F.FC=1C=C(C(=O)N)C=C(C1O)F 3,5-difluoro-4-hydroxybenzamide, trifluoroacetate salt